[5-[4-[4-chloro-3-[cyclopropyl(ethyl)carbamoyl] phenyl]pyrazol-1-yl]-1-methyl-4-(trifluoromethyl)pyrazol-3-yl]1,1,1,2,3,3,3-heptafluoropropane-2-sulfonate ClC1=C(C=C(C=C1)C=1C=NN(C1)C1=C(C(=NN1C)OS(=O)(=O)C(C(F)(F)F)(C(F)(F)F)F)C(F)(F)F)C(N(CC)C1CC1)=O